OCC([C@H](C[C@H]1C(NCC1)=O)N1CC2C(C1)CCC2)=O N-[(2S)-4-hydroxy-3-oxo-1-[(3S)-2-oxopyrrolidin-3-yl]butan-2-yl]-octahydrocyclopenta[c]pyrrole